tert-butyl 7-((5-(4-(tert-butoxycarbonyl)piperazin-1-yl)pyridin-2-yl) amino)-4-chloro-1-oxoisoindoline-2-carboxylate C(C)(C)(C)OC(=O)N1CCN(CC1)C=1C=CC(=NC1)NC=1C=CC(=C2CN(C(C12)=O)C(=O)OC(C)(C)C)Cl